[Fe].[Cu].CC(CNC(=O)C1=NC(=CC=C1OC)NC1=CC(=CC=C1)C)(C)C N-(2,2-dimethylpropyl)-3-methoxy-6-(3-methylanilino)pyridine-2-carboxamide copper-iron